CC=1CNCCC1 3-methyl-1,2,5,6-tetrahydropyridine